3,5-dichloro-N'-hydroxy-benzamidine ClC=1C=C(C(=NO)N)C=C(C1)Cl